racemic-binaphthyl-phosphoric acid P(O)(O)(O)=O.C1(=CC=CC2=CC=CC=C12)C1=CC=CC2=CC=CC=C12